4-{2-[1-(4-Amino-phenyl)-1H-benzimidazol-5-yloxy]-ethyl}-piperazine-1-carboxylic acid tert-butyl ester C(C)(C)(C)OC(=O)N1CCN(CC1)CCOC1=CC2=C(N(C=N2)C2=CC=C(C=C2)N)C=C1